Cl.FC1(CCNCC1)C1=NN=CN1C 4-fluoro-4-(4-methyL-4H-1,2,4-triazol-3-yl)piperidine hydrochloride salt